N-(5-(4-((3-fluoroazetidin-3-yl)methoxy)-1-methyl-1H-pyrazol-5-yl)pyrazolo[1,5-a]pyridin-2-yl)cyclopropanecarboxamide FC1(CNC1)COC=1C=NN(C1C1=CC=2N(C=C1)N=C(C2)NC(=O)C2CC2)C